C(C1=CC=CC=C1)OCN1C(N(C=CC1=O)[C@@H]1O[C@@H]([C@H]([C@H]1OC)O)COC(C1=CC=CC=C1)(C1=CC=C(C=C1)OC)C1=CC=C(C=C1)OC)=O 3-((benzyloxy)methyl)-1-((2R,3R,4R,5R)-5-((bis(4-methoxyphenyl)(phenyl)-methoxy)methyl)-4-hydroxy-3-methoxytetrahydrofuran-2-yl)pyrimidine-2,4(1H,3H)-dione